N-(1-methyl-1,2,3,5,6,7-hexahydrodicyclopenta[b,e]pyridin-8-yl)-1H-imidazole-1-carboxamide CC1CCC2=NC3=C(C(=C21)NC(=O)N2C=NC=C2)CCC3